cis-5-(4-cyclohexylphenyl)-3-(3-(fluoromethyl)-2-methylazetidine-1-carbonyl)-2-(pyrazin-2-yl)pyrazolo[1,5-a]pyrimidin-7(4H)-one C1(CCCCC1)C1=CC=C(C=C1)C=1NC=2N(C(C1)=O)N=C(C2C(=O)N2[C@H]([C@H](C2)CF)C)C2=NC=CN=C2